ClC=1C=C(C=CC1Cl)NC1=CC2=C(C3=CC(=CC=C3N=C2C=C1)C(F)(F)F)NCCNC(OC(C)(C)C)=O tert-butyl 2-(2-(3,4-dichlorophenylamino)-7-(trifluoromethyl)acridin-9-ylamino)ethylcarbamate